C(=O)C1(COC2(OC1)CCOCC2)NC(OC(C)(C)C)=O tert-butyl (3-formyl-1,5,9-trioxaspiro[5.5]undecan-3-yl)carbamate